CC1OCC2(C1N)CCNCC2 3-methyl-2-oxa-8-azaspiro[4.5]decan-4-amin